OCCN(C1=CC=C(C=C1)/C=C/C(=O)C1=CC=C(C=C1)NC(=O)C1=NC=CN=C1)C N-[4-[(E)-3-[4-[2-Hydroxyethyl(methyl)amino]phenyl]prop-2-enoyl]phenyl]pyrazine-2-carboxamide